NC1=C(C(=NN1C1CC1)C1=C2C=CNC2=C(C=C1)CNC(C1=C(C=CC(=C1)F)OC)=O)C#N N-((4-(5-Amino-4-cyano-1-cyclopropyl-1H-pyrazol-3-yl)-1H-indol-7-yl)methyl)-5-fluoro-2-methoxybenzamide